CC1(C(NC2=CC(=CC=C12)C#CC1=C2C=C(N=CC2=CC=N1)NC1=CC=C(C=C1)S(=O)(=O)NC1CCN(CC1)C)=O)C 4-((5-((3,3-dimethyl-2-oxoindolin-6-yl)ethynyl)-2,6-naphthyridin-3-yl)amino)-N-(1-methylpiperidin-4-yl)benzenesulfonamide